BrC=1N(N=C2C=C(C=CC12)C1=CC(=CC2=CC=CC=C12)OCC1=CC=CC=C1)CCCN(C)C 3-(3-bromo-6-(3-benzyloxynaphthyl)-2H-indazol-2-yl)-N,N-dimethylpropan-1-amine